manganite oxide [Mn](=O)([O-])([O-])=O